4-chloro-1-methyl-N-[2-(1-methylpyrrolidin-2-yl)imidazo[1,2-a]pyridin-6-yl]-1H-indazole-5-carboxamide ClC1=C2C=NN(C2=CC=C1C(=O)NC=1C=CC=2N(C1)C=C(N2)C2N(CCC2)C)C